FC1=C(C=C(C=C1)F)C(CC#CC#CC=1C=2N(C=CC1C(=O)O)N=CC2C)C=2C(N(C=CC2)C)=O 4-(6-(2,5-Difluorophenyl)-6-(1-methyl-2-oxo-1,2-dihydropyridin-3-yl)hexa-1,3-Diyn-1-yl)-3-methylpyrazolo[1,5-a]pyridine-5-carboxylic acid